1-(4-(3-cyano-4-isopropoxyphenethyl)-2-methylbenzyl)-N-methylazetidine-3-carboxamide C(#N)C=1C=C(CCC2=CC(=C(CN3CC(C3)C(=O)NC)C=C2)C)C=CC1OC(C)C